(S)-2-amino-2-cycloheptyl-N-(6-(3,5-dimethylisoxazol-4-yl)pyridin-3-yl)acetamide N[C@H](C(=O)NC=1C=NC(=CC1)C=1C(=NOC1C)C)C1CCCCCC1